OC=1C(C(=CN2N3[C@@H](C[C@H]([C@@H](N(C(C21)=O)C3)C)OC)C)C(=O)NCC3=C(C=C(C=C3F)F)F)=O (1S,2R,4R,5S)-8-hydroxy-4-methoxy-2,5-dimethyl-7,9-dioxo-N-(2,4,6-trifluorobenzyl)-2,3,4,5,7,9-hexahydro-1,6-methanopyrido[1,2-b][1,2,5]triazonine-10-carboxamide